C(C)(=O)N[C@@](C=O)(O)[C@@H](O)[C@H](O)[C@H](O)CO 2-acetamido-d-glucose